2-(3-bromo-2-methylphenyl)ethane-1-amine BrC=1C(=C(C=CC1)CCN)C